C1(CC1)C=1C=CC2=C(N(C=N2)C)C1CNC(C1=CC(=C(C(=C1)F)OC)F)=O N-((6-cyclopropyl-1-methyl-1H-benzimidazol-7-yl)methyl)-3,5-difluoro-4-methoxybenzamide